4-((Z)-1-(3-ethyl-5-methoxybenzo[d]thiazol-2(3H)-ylidene)butan-2-ylidene)-2-phenyloxazole-5(4H)-on C(C)N1/C(/SC2=C1C=C(C=C2)OC)=C/C(CC)=C2N=C(OC2=O)C2=CC=CC=C2